(2S)-5,5-Dimethyl-2-[[6-[3-(methylcarbamoyl)phenoxy]pyridine-3-carbonyl]amino]hexanoic acid CC(CC[C@@H](C(=O)O)NC(=O)C=1C=NC(=CC1)OC1=CC(=CC=C1)C(NC)=O)(C)C